C(C)(=O)N[C@@H](CCCC(=O)O)C(=O)N[C@H](C(=O)NCC1=C(C=CC(=C1)OCCCCNC)C)CCC1=CC=CC=C1 (S)-5-acetamido-6-(((S)-1-((2-methyl-5-(4-(methylamino)butoxy)benzyl)amino)-1-oxo-4-phenylbutan-2-yl)amino)-6-oxohexanoic acid